OC(CN1N=C(C=C1)CN1N=NC=C1)(C)C 1-((1-(2-Hydroxy-2-methylpropyl)-1H-pyrazol-3-yl)methyl)-1H-1,2,3-triazole